3-methyl-4-methoxypentyl acetate C(C)(=O)OCCC(C(C)OC)C